N12CCN(C(CC1)CC2)C(=O)N2N=C(C1=C2CC(C1)(F)F)C1=CC=C(C=C1)F (1,4-diazabicyclo[3.2.2]nonan-4-yl)(5,5-difluoro-3-(4-fluorophenyl)-5,6-dihydrocyclopenta[c]pyrazol-1(4H)-yl)methanone